5-(5-chlorobenzofuran-2-yl)-1,3,4-oxadiazole-2-thiol ClC=1C=CC2=C(C=C(O2)C2=NN=C(O2)S)C1